2,4,5-trichlorobenzoic acid ClC1=C(C(=O)O)C=C(C(=C1)Cl)Cl